COC(C1=C(\C=N/C(C(=O)OC)C)C=CC=C1)OC (Z)-Methyl 2-((2-(dimethoxymethyl)benzylidene)amino)propanoate